C[C@H]1N(CCC1)C1=CC=C(C=N1)NC(OC1=CC=CC=C1)=O (R)-phenyl (6-(2-methylpyrrolidin-1-yl)pyridin-3-yl)carbamate